4-(2R,5R)-2-ethyl-5-(hydroxymethyl)piperazine-1-carboxylic acid tert-butyl ester C(C)(C)(C)OC(=O)N1CCN([C@H](C1)CO)CC